4-methoxy-2-(trifluoromethyl)benzaldehyde COC1=CC(=C(C=O)C=C1)C(F)(F)F